1,4-bis(propargylamino)anthraquinone C(C#C)NC1=CC=C(C=2C(C3=CC=CC=C3C(C12)=O)=O)NCC#C